(1s,4s)-4-(2,4-difluoro-5-(piperazin-1-yl)phenoxy)tetrahydro-2H-thiopyran 1-oxide FC1=C(OC2CCS(CC2)=O)C=C(C(=C1)F)N1CCNCC1